Fucosyl-Lysine C1([C@@H](O)[C@H](O)[C@H](O)[C@@H](O1)C)N[C@@H](CCCCN)C(=O)O